6-((5,6-dihydropyrrolo[3,4-c]pyrazol-2(4H)-yl)sulfonyl)quinoline N=1N(C=C2C1CNC2)S(=O)(=O)C=2C=C1C=CC=NC1=CC2